bromomethane trifluoride [F-].[F-].[F-].BrC